2-(1-Cyclobutyl-1H-pyrazol-4-yl)-5-({[1-(2,5-difluorophenyl)cyclopropyl]carbonyl}amino)benzoic acid C1(CCC1)N1N=CC(=C1)C1=C(C(=O)O)C=C(C=C1)NC(=O)C1(CC1)C1=C(C=CC(=C1)F)F